((3-amino-5-fluoropyridin-2-yl)methyl)-L-isoleucine methyl ester COC([C@@H](NCC1=NC=C(C=C1N)F)[C@@H](C)CC)=O